ClC1=CC=C(C(=O)C2=C(C=CC=C2)C=2N(CCN2)C(C(C(=O)N2C(=NCC2)C2=C(C=CC=C2)C(C2=CC=C(C=C2)Cl)=O)(C)C)=O)C=C1 1,3-bis(2-(2-(4-chlorobenzoyl)phenyl)-4,5-dihydro-1H-imidazol-1-yl)-2,2-dimethylpropane-1,3-dione